C(C=C)(=O)NC=1C(=CC(=C(C1)NC1=NC=C(C(=N1)N1CC(C2=NC(=CC=C21)C)(C)C)C(=O)OC(C)C)OC)N2CCN(CC2)C isopropyl 2-((5-acrylamido-2-methoxy-4-(4-methylpiperazin-1-yl)phenyl)amino)-4-(3,3,5-trimethyl-2,3-dihydro-1H-pyrrolo[3,2-b]pyridin-1-yl)pyrimidine-5-carboxylate